C=1C(C=CC2=CC=CCC12)=O naphthalen-2(8H)-one